Perhydrobenzyltoluol C(C1CCCCC1)C1=C(C=CC=C1)C